tertiary butyl salicylate C(C=1C(O)=CC=CC1)(=O)OC(C)(C)C